N-(6-methylpyridin-3-yl)-2-nitrobenzamide CC1=CC=C(C=N1)NC(C1=C(C=CC=C1)[N+](=O)[O-])=O